6-methyl-1,6-dihydro-7H-pyrazolo[3,4-c]pyridin-7-one CN1C(C2=C(C=C1)C=NN2)=O